BrC=1C=C(C(=NC1)[N+](=O)[O-])NC1OCCC(C1)C(=O)O ((5-bromo-2-nitropyridin-3-yl)amino)tetrahydro-2H-pyran-4-carboxylic acid